CN1N=CC(=C1C)C1N(CCC1)CC1=CC=C(OC2=C(C=C(C(=O)N)C=C2)F)C=C1 4-(4-{[2-(1,5-dimethyl-1H-pyrazol-4-yl)pyrrolidin-1-yl]methyl}phenoxy)-3-fluorobenzamide